CC1=CC(=NO1)C1(C2CCN(CC12)C1=CN=C2C(=N1)NN=C2C2=C1C=CC(=NC1=CC=C2)C)CN [7-(5-methyl-1,2-oxazol-3-yl)-3-[3-(2-methylquinolin-5-yl)-1H-pyrazolo[3,4-b]pyrazin-6-yl]-3-azabicyclo[4.1.0]heptan-7-yl]methanamine